1-(7-((5-Chloro-4-((2-(dimethylphosphoryl)phenyl)amino)pyrimidin-2-yl)amino)-1-isopropyl-3,4-dihydroisoquinolin-2(1H)-yl)-2,2,2-trifluoroethan-1-one ClC=1C(=NC(=NC1)NC1=CC=C2CCN(C(C2=C1)C(C)C)C(C(F)(F)F)=O)NC1=C(C=CC=C1)P(=O)(C)C